C(CCCCCCCCCCC)(=O)OC[C@H](OC(CCCCCCCCCCC)=O)CO |r| 1,2-di-lauroyl-racemic-glycerol